C(=O)(OCC)N1CCCCC1 carboethoxypiperidine